2-hydroxy-N,N,N-trimethylethanaminium (2,4-dichlorophenoxy)acetate ClC1=C(OCC(=O)[O-])C=CC(=C1)Cl.OCC[N+](C)(C)C